NC1=NC=CC=C1S(=O)(=O)NC(=O)C=1C(=NC(=CC1)C1=C(C=C(C=C1)C)C)N1C(C[C@@H](C1)C)(C)C N-[(2-Amino-3-pyridyl)sulfonyl]-6-(2,4-dimethylphenyl)-2-[(4S)-2,2,4-trimethylpyrrolidin-1-yl]pyridin-3-carboxamid